C(C)(C)(C)OC(NCCC1=C(CCC1=O)O)=O (2-(2-Hydroxy-5-oxocyclopent-1-en-1-yl)ethyl)carbamic acid tert-butyl ester